C1(CC1)OC1=NC(=CC2=C1N(C=N2)C(C)C)C2=CC=C1C(=C2)N(C(C12CCNCC2)=O)C2CC(C2)N2CCCCC2 6-[4-cyclopropoxy-3-(propan-2-yl)-3h-imidazo[4,5-c]pyridin-6-yl]-1-[(1s,3s)-3-(piperidin-1-yl)cyclobutyl]-1,2-dihydrospiro[indole-3,4'-piperidin]-2-one